N-(triisopropylsiloxycarbonyl)methyl-3-aminopropyldimethylmethoxysilane C(C)(C)[Si](OC(=O)CNCCC[Si](OC)(C)C)(C(C)C)C(C)C